C[Si](NC(C(C(F)(F)F)(Cl)Cl)=O)(C)C N-(trimethylsilyl)-2,2-dichloro-3,3,3-trifluoropropionamide